2-((1R,4R)-2-oxabicyclo[2.2.1]heptan-4-yl)-6-cyclopropoxy-2H-pyrazolo[3,4-b]pyridine-5-carboxylic acid [C@@H]12OC[C@@](CC1)(C2)N2N=C1N=C(C(=CC1=C2)C(=O)O)OC2CC2